C(=O)C1(COCC1)N(NC(=O)OC(C)(C)C)C(=O)OC(C)(C)C di-tert-butyl 1-(3-formyltetrahydrofuran-3-yl)hydrazine-1,2-dicarboxylate